tert-Butyl 4-[2-chloro-6-(2,6-dimethylphenyl)pyrimidin-4-yl]oxy-3,4-dihydro-1H-isoquinoline-2-carboxylate ClC1=NC(=CC(=N1)OC1CN(CC2=CC=CC=C12)C(=O)OC(C)(C)C)C1=C(C=CC=C1C)C